O1CCN(CC1)C(=O)C1=CC=C(C=C1)B1OC(C(O1)(C)C)(C)C Morpholino(4-(4,4,5,5-tetramethyl-1,3,2-dioxaborolan-2-yl)phenyl)methanone